CC(C)N1N=C(C=C1B(O)O)C(F)(F)F (1-(methylethyl)-3-(trifluoromethyl)-1H-pyrazol-5-yl)boronic acid